3,3-dimethyl-1-(pent-4-ynyl)-3H-indol-1-ium CC1(C=[N+](C2=CC=CC=C12)CCCC#C)C